COC1=C(C2=CC=CC=C2C=C1)C(=O)P(C1=CC=C(C=C1)OCC)(C(=O)C1=C(C=CC2=CC=CC=C12)OC)=O bis(2-methoxy-1-naphthoyl)-4-ethoxyphenyl-phosphine oxide